trimethyl-laurylammonium methylsulfate COS(=O)(=O)[O-].C[N+](CCCCCCCCCCCC)(C)C